(Z)-3-((1H-pyrrol-2-yl)methylene)-5-((5-fluoro-2-methoxybenzyl)amino)indolin-2-one N1C(=CC=C1)\C=C\1/C(NC2=CC=C(C=C12)NCC1=C(C=CC(=C1)F)OC)=O